C(C)(=O)O[C@H]1[C@H](N(C[C@@H]1O)C(=O)OC(C)(C)C)CC1=CC=C(C=C1)OS(=O)(=O)C(F)(F)F tert-butyl (2R,3S,4S)-3-(acetyloxy)-4-hydroxy-2-{[4-(trifluoromethanesulfonyloxy)phenyl]methyl}pyrrolidine-1-carboxylate